C(#C)C1=CC=C(C=C1)NC(C(=O)O)=O 2-((4-ethynylphenyl)amino)-2-oxoacetic acid